2-(4-fluorophenyl)-4,5-dihydrooxazole FC1=CC=C(C=C1)C=1OCCN1